C(CC#C)N1CC2(CC1)CCN(CC2)C=2C1=C(N=C(N2)C2=CC=NC=C2)C=NC=C1 4-(2-(but-3-yn-1-yl)-2,8-diazaspiro[4.5]decan-8-yl)-2-(pyridin-4-yl)pyrido[3,4-d]pyrimidine